COC(=O)C12CC(C1)(C2)NC(=O)OC(C)(C)C 3-((Boc)amino)bicyclo[1.1.1]Pentane-1-carboxylic acid methyl ester